[Cl-].C1(=CC=CC=C1)C12CC[NH+](CC1)CC2 4-phenyl-1-azoniabicyclo[2.2.2]octane chloride